2-(10-phenyl-anthracen-9-yl)-5H-phenanthridin-6-one C1(=CC=CC=C1)C1=C2C=CC=CC2=C(C2=CC=CC=C12)C1=CC=2C3=CC=CC=C3C(NC2C=C1)=O